C1(=CC=CC=C1)C1=CC=C(C=C1)CNC1=NN2C(NC(=CC2=O)C(F)(F)F)=N1 2-[(4-phenylphenyl)methylamino]-5-(trifluoromethyl)-4H-[1,2,4]triazolo[1,5-a]pyrimidin-7-one